NC1=C(C=C(C=C1)Br)C(=O)NCC(=O)OC methyl 2-[(2-amino-5-bromophenyl)formamido]acetate